P(OC1=CC=C(C=C1)C1=CC=C(C=C1)OP[O-])[O-] [1,1-biphenyl]-4,4'-diyl bisphosphonite